F[C@@H]1CN(CC[C@H]1NC1=NC=C(C(=N1)C1=CC(=C(S1)C)C(=O)N)C(F)(F)F)S(=O)(=O)C 5-(2-(((3R,4R)-3-fluoro-1-(methylsulfonyl)piperidin-4-yl)amino)-5-(trifluoromethyl)-pyrimidin-4-yl)-2-methylthiophene-3-carboxamide